O1CCN(CC1)S(=O)(=O)CC1=CC=C(C=C1)C1=C2C(=NC=C1)NC=C2 4-(4-((morpholinosulfonyl)methyl)phenyl)-1H-pyrrolo[2,3-b]pyridin